BrC1=C(C(=CC(=C1)F)Br)C1OCCO1 2-(2,6-dibromo-4-fluoro-phenyl)-1,3-dioxolane